lead-selenium-mercury [Hg].[Se].[Pb]